2-(2-(dimethylamino)ethyl)acrylamide CN(CCC(C(=O)N)=C)C